3-epoxypropyl neodecanoate C(CCCCCC(C)(C)C)(=O)OC1C(C)O1